ClC=1C=CC=C2C(=NC(=NC12)C=1C=NC(=CC1)OC)C(=O)O 8-chloro-2-(6-methoxy-3-pyridyl)quinazoline-4-carboxylic acid